C(=O)O.N12C[C@H](C(CC1)CC2)NC(C(=O)C=2C1=C(N3CCCC23)C=CC=C1)=O N-[(3S)-1-azabicyclo[2.2.2]octan-3-yl]-2-{1H,2H,3H-benzo[b]pyrrolizin-9-yl}-2-oxoacetamide formate